2,4,6-trimethyl-benzoyl-phosphine oxide CC1=C(C(=O)[PH2]=O)C(=CC(=C1)C)C